3-(4-(4-((5-cyclopropyl-3-(2-(trifluoromethoxy)phenyl)isoxazol-4-yl)methoxy)piperidin-1-yl)phenyl)-1,2,4-oxadiazol-5(4H)-one C1(CC1)C1=C(C(=NO1)C1=C(C=CC=C1)OC(F)(F)F)COC1CCN(CC1)C1=CC=C(C=C1)C1=NOC(N1)=O